CC1=C(COC1=O)N1C(C2(C=C1)CCN(CC2)C(=O)OC(C)(C)C)=O tert-Butyl 2-(4-methyl-5-oxo-2,5-dihydrofuran-3-yl)-1-oxo-2,8-diazaspiro[4.5]dec-3-ene-8-carboxylate